FC1=CC=C(C=C1)C=1C(=NC2=CC(=CC(=C2C1)C(C)=O)C)NC 1-(3-(4-fluorophenyl)-7-methyl-2-(methylamino)quinolin-5-yl)ethan-1-one